ClC=1C(=C2C=NNC2=CC1Cl)C1=C2C(=C3C(=NC(=NC3=C1)OC[C@H]1N(CCC1)C)N1C[C@@H](N(CC1)C(C(=C)F)=O)CC#N)OCCC2 2-((2S)-4-(5-(5,6-dichloro-1H-indazol-4-yl)-8-(((S)-1-methylpyrrolidin-2-yl)methoxy)-3,4-dihydro-2H-pyrano[2,3-f]quinazolin-10-yl)-1-(2-fluoroacryloyl)piperazin-2-yl)acetonitrile